ClC=1C(=NC(=CC1)C1=C(C=C(C(=C1)F)C(F)(F)F)F)C(=O)OC Methyl 3-chloro-6-(2,5-difluoro-4-(trifluoromethyl) phenyl)picolinate